ClC1=C(OC=2C=CC(=C(C#N)C2)NN=C(C2=CC=CC=C2)C2=CC=CC=C2)C(=CC(=C1)[N+](=O)[O-])Cl 5-(2,6-dichloro-4-nitrophenoxy)-2-(2-(diphenylmethylene)hydrazinyl)benzonitrile